N-[(1S)-1-cyano-2-(5-cyano-2-trifluoromethyl-phenoxy)-1-methyl-ethyl]-4-trifluoromethylsulfanyl-benzamide C(#N)[C@](COC1=C(C=CC(=C1)C#N)C(F)(F)F)(C)NC(C1=CC=C(C=C1)SC(F)(F)F)=O